C(C1=CC=CC=C1)NC=1NC(C=2[N+](=CN([C@H]3[C@H](O)[C@H](O)[C@@H](CO)O3)C2N1)C)=O N2-benzyl-7-methylguanosine